S(N)(=O)(=O)C1=NC=CC(=C1)NC(=O)C=1C(=NC=C(C1)C(F)(F)F)N1CC(CC1)C1=CC=C(C=C1)C(F)(F)F N-(2-sulfamoyl-4-pyridyl)-5-(trifluoromethyl)-2-[3-[4-(trifluoromethyl)-phenyl]pyrrolidin-1-yl]pyridine-3-carboxamide